3-isooctyl mercaptopropionate SC(C(=O)OC(CC)CCC(C)C)C